(rac)-((1s,3s)-3-Hydroxy-3-methylcyclobutyl)(6-(4-methoxybenzyl)-2-azaspiro[3.4]octan-2-yl)methanone OC1(CC(C1)C(=O)N1CC2(C1)C[C@H](CC2)CC2=CC=C(C=C2)OC)C |r|